5-((trans)-2,2-difluoro-3-phenylcyclopropyl)-2-methylbenzofuran-3-carboxylic acid FC1([C@H]([C@@H]1C1=CC=CC=C1)C=1C=CC2=C(C(=C(O2)C)C(=O)O)C1)F